CC(C)(C)C1=CC=C(C=C1)C(C)(C)C 1,4-bis(1,1-dimethylethyl)-benzene